8-(1H-indol-5-yl)-1-(4-methoxyphenyl)-2-methyl-1H-imidazo[4,5-c]quinoline N1C=CC2=CC(=CC=C12)C1=CC=2C3=C(C=NC2C=C1)N=C(N3C3=CC=C(C=C3)OC)C